C(C)(C1=CC(=C(C=C1)O)C)(C1=CC(=C(C=C1)O)C)C1=CC(=C(C=C1)O)C 4,4',4''-ethylidynetris(2-methylphenol)